2-[(2-{[5-fluoro-2-methoxy-4-(5-methyl-2,5-diazahex-2-yl)phenyl]amino}-5,5-dimethyl-6,7-dihydro-5H-pyrrolo[2,3-d]pyrimidin-4-yl)amino]-N-(prop-2-yl)benzenesulfonamide FC=1C(=CC(=C(C1)NC=1N=C(C2=C(N1)NCC2(C)C)NC2=C(C=CC=C2)S(=O)(=O)NC(C)C)OC)N(C)CCN(C)C